NC1=C(C(=NC=N1)N1C[C@@H]([C@H](CC1)C(=O)N)N1C([C@@H](CCC1)NC1=CC(=CC(=C1)C(F)(F)F)Cl)=O)F (3R,3'R,4'S)-1'-(6-amino-5-fluoropyrimidin-4-yl)-3-((3-chloro-5-(trifluoromethyl)phenyl)amino)-2-oxo-[1,3'-bipiperidine]-4'-carboxamide